3-butyl-thiophene C(CCC)C1=CSC=C1